N-(3-((4-aminothieno[2,3-d]pyrimidin-5-yl)ethynyl)phenyl)-1-(4-fluorophenyl)-5-(methylsulfinyl)-1H-pyrazole-3-carboxamide NC=1C2=C(N=CN1)SC=C2C#CC=2C=C(C=CC2)NC(=O)C2=NN(C(=C2)S(=O)C)C2=CC=C(C=C2)F